C(\C=C\C=CCC)=O (E)-2,4-heptadienal